3-(tert-butyl)-N-(6-chloro-5-(1-methyl-7-(methylsulfonyl)-2-oxo-1,2-dihydropyrimido[4,5-d]pyrimidin-3(4H)-yl)pyridin-3-yl)benzamide C(C)(C)(C)C=1C=C(C(=O)NC=2C=NC(=C(C2)N2C(N(C3=NC(=NC=C3C2)S(=O)(=O)C)C)=O)Cl)C=CC1